OC=1C=C(C=C(C1)OC)CCC1=CC=C(C=C1)O 3,4'-dihydroxy-5-methoxybibenzyl